C(C)(C)(C)OC(=O)N1CC2(C1)COC(OC2)CCN(CC2=CC(=C(C=C2)OC)F)C=2N=NC(=CC2)C#N.BrC=2C=C1CN=C(NC1=CC2F)N2CCOCC2 4-(6-bromo-7-fluoro-1,4-dihydroquinazolin-2-yl)morpholine tert-butyl-7-(2-((6-cyanopyridazin-3-yl)(3-fluoro-4-methoxybenzyl)amino)ethyl)-6,8-dioxa-2-azaspiro[3.5]nonane-2-carboxylate